2-(5-((Methyl-(p-tolyl)amino)methyl)-1H-tetrazol-1-yl)acetic acid ethyl ester C(C)OC(CN1N=NN=C1CN(C1=CC=C(C=C1)C)C)=O